8-bromo-N-(6-(4-isopropyl-4H-1,2,4-triazol-3-yl)pyridin-2-yl)quinoline-2-carboxamide BrC=1C=CC=C2C=CC(=NC12)C(=O)NC1=NC(=CC=C1)C1=NN=CN1C(C)C